1-((1-((2-(3,5-dichlorophenyl)-6-((6-(4-(2-methoxyethyl)piperazin-1-yl)pyridin-3-yl)oxy)pyridin-4-yl)methyl)piperidin-4-yl)methyl)-3-methylurea ClC=1C=C(C=C(C1)Cl)C1=NC(=CC(=C1)CN1CCC(CC1)CNC(=O)NC)OC=1C=NC(=CC1)N1CCN(CC1)CCOC